CC1=CC=C(C=C1)S(=O)(=O)N[C@@H]([C@H](N)C1=CC=CC=C1)C1=CC=CC=C1 (1R,2R)-(-)-N-p-toluenesulfonyl-1,2-diphenylethylenediamine